4-(aminomethyl)-6-(2-methylimidazo[1,2-a]pyrazin-3-yl)phthalazin-1(2H)-one NCC1=NNC(C2=CC=C(C=C12)C1=C(N=C2N1C=CN=C2)C)=O